N1=C(N=CC=C1)C=1C=C(C#N)C=C(C1)NCCCCCCN1[C@@H]([C@H]([C@@H]([C@H](C1)O)O)O)CO 3-(pyrimidin-2-yl)-5-({6-[(2R,3R,4R,5S)-3,4,5-trihydroxy-2-(hydroxymethyl)piperidin-1-yl]hexyl}amino)benzonitrile